6-[(cyclopropylmethyl)amino]-5-(6-methyl-7-oxo-6,7-dihydro-1H-pyrrolo[2,3-c]pyridin-4-yl)pyridine-3-sulfonamide C1(CC1)CNC1=C(C=C(C=N1)S(=O)(=O)N)C=1C2=C(C(N(C1)C)=O)NC=C2